Benzyl (4-(1-cyclopropyl-4-(4-fluorophenyl)-1H-imidazol-5-yl)pyrimidin-2-yl)carbamate C1(CC1)N1C=NC(=C1C1=NC(=NC=C1)NC(OCC1=CC=CC=C1)=O)C1=CC=C(C=C1)F